2-methylbenzofuran-3-carboxylic acid CC=1OC2=C(C1C(=O)O)C=CC=C2